COC1=NC=NC=C1C1=CN(C=2N=CN=C(C21)N=CN(C)C)C(CC)C=2N=NN(C2)C2=CC=CC=C2 N'-{5-(4-Methoxypyrimidin-5-yl)-7-[1-(1-phenyl-1H-1,2,3-triazol-4-yl)propyl]-7H-pyrrolo[2,3-d]pyrimidin-4-yl}-N,N-dimethylformimidamide